C1(CCC1)N1N=CC(=C1)NC(=O)C=1N=C(OC1)C=1C=NNC1 N-(1-cyclobutyl-1H-pyrazol-4-yl)-2-(1H-pyrazol-4-yl)-1,3-oxazole-4-carboxamide